(R)-N-(2,4-difluoro-3-(2-((2-(isoindolin-5-yl)ethyl)amino)-8-methyl-7-oxo-7,8-dihydropyrido[2,3-d]pyrimidin-6-yl)phenyl)-3-fluoropyrrolidine-1-sulfonyl-amide hydrochloride Cl.FC1=C(C=CC(=C1C1=CC2=C(N=C(N=C2)NCCC=2C=C3CNCC3=CC2)N(C1=O)C)F)[N-]S(=O)(=O)N1C[C@@H](CC1)F